CC=1C=C(C=CC1)N(C1=CC=C(C2=CC=C(N(C3=CC=CC=C3)C3=CC(=CC=C3)C)C=C2)C=C1)C1=CC=CC=C1 bis(3-methylphenyl)N,N'-bis(phenyl)-benzidine